ClC=1C=C(C=C(C1)O)C=1C(=NN(C1C(=O)O)C=1SC(=C(N1)C1=CC(=C(C=C1)Cl)Cl)SC(C)C)C 4-(3-chloro-5-hydroxyphenyl)-1-(4-(3,4-dichlorophenyl)-5-(isopropylsulfanyl)thiazol-2-yl)-3-methyl-1H-pyrazole-5-carboxylic acid